O=C1N(CC2=CC(=CC=C12)O[C@H]1[C@H](CCCC1)N1CC(C1)C1=NC2=CC=CC=C2C=C1)N1C(CCCC1=O)=O (1-oxo-5-(((cis)-2-(3-(quinolin-2-yl)azetidin-1-yl)-cyclohexyl)oxy)isoindolin-2-yl)piperidine-2,6-dione